ClC=1C=C(C=CC1)C1(CCC1)N(C(OC)=O)C[C@@H]1NCCC1 Methyl N-[1-(3-chlorophenyl)cyclobutyl]-N-{[(2R)-pyrrolidin-2-yl]methyl}carbamate